N-[2-ethyl-8-(2-methyl-1-oxoisoquinolin-4-yl)-3,4-dihydro-2H-chromen-6-yl]methanesulfonamide C(C)C1OC2=C(C=C(C=C2CC1)NS(=O)(=O)C)C1=CN(C(C2=CC=CC=C12)=O)C